2-(1-((3-(5-Ethyl-6-formyl-4-oxo-7-propyl-4,5-dihydro-3H-pyrrolo[3,2-d]pyrimidin-2-yl)-4-propoxyphenyl)sulfonyl)piperidin-4-yl)ethylnitrat C(C)N1C(=C(C=2N=C(NC(C21)=O)C=2C=C(C=CC2OCCC)S(=O)(=O)N2CCC(CC2)CCO[N+](=O)[O-])CCC)C=O